FC=1C=C(C=CC1F)N1C(CCC[C@H]1C1=NC2=C(N1[C@@H]1CC[C@H](CC1)OC)C=CC(=C2)N2C(N(CC2)C)=O)=O (S)-1-(3,4-difluorophenyl)-6-(1-((trans)-4-methoxycyclohexyl)-5-(3-methyl-2-oxoimidazoline-1-yl)-1H-benzo[d]imidazol-2-yl)piperidine-2-one